N1CCC2(CC1)CCC1=CC=CC=C12 2,3-dihydro-spiro[indene-1,4'-piperidine]